4-[3-aminopropyl(methyl)amino]-N-methyl-butanamide NCCCN(CCCC(=O)NC)C